3-(tert-butyl)-1-(oxetan-3-yl)-pyrazole-5-carboxylic acid ethyl ester C(C)OC(=O)C1=CC(=NN1C1COC1)C(C)(C)C